palmitoyl eicosanoate heptadec-1-yl-eicosanoate nonadecyl-eicosanoate C(CCCCCCCCCCCCCCCCCC)OC(CCCCCCCCCCCCCCCCCCC)=O.C(CCCCCCCCCCCCCCCC)OC(CCCCCCCCCCCCCCCCCCC)=O.C(CCCCCCCCCCCCCCCCCCC)(=O)OC(CCCCCCCCCCCCCCC)=O